FC(C1=CN=C2N1C=C(C=C2)C2=CNC=1N=C(N=CC12)CC(C)C)F 5-(3-(difluoromethyl)imidazo[1,2-a]pyridin-6-yl)-2-isobutyl-7H-pyrrolo[2,3-d]pyrimidine